N-isopropylaniline monofumarate C(\C=C\C(=O)O)(=O)O.C(C)(C)NC1=CC=CC=C1